8-Benzyl-2-((6-(4,4-difluoropiperidin-1-yl)pyridin-3-yl)sulfonyl)-2,8-diazaspiro[4.5]decane C(C1=CC=CC=C1)N1CCC2(CCN(C2)S(=O)(=O)C=2C=NC(=CC2)N2CCC(CC2)(F)F)CC1